copper-Sodium [Na].[Cu]